benzyl (3aR,5R)-5-phenoxy-3,3a,4,5-tetrahydrocyclopenta[c]pyrrole-2(1H)-carboxylate O(C1=CC=CC=C1)[C@@H]1C[C@@H]2C(CN(C2)C(=O)OCC2=CC=CC=C2)=C1